NC1=NC=NC2=CC=C(C=C12)C1=CC=C(S1)CNC1=NC=CC=C1C(=O)NCC1=C(C=CC(=C1)F)F 2-({[5-(4-aminoquinazolin-6-yl)thiophen-2-yl]methyl}amino)-N-(2,5-difluorobenzyl)pyridine-3-carboxamide